5-[di(tert-butyl)(fluoro)silyl]-2-pyridinol C(C)(C)(C)[Si](C=1C=CC(=NC1)O)(F)C(C)(C)C